ClC=1N=C(C2=C(N1)C=CS2)NCC2=NC=NC=C2 2-chloro-N-[(pyrimidin-4-yl)methyl]thieno[3,2-d]pyrimidin-4-amine